C(C1=CC=CC=C1)OCCC(C(C(=O)OCC)N(NC(=O)OC(C)(C)C)C(=O)OC(C)(C)C)=O di-tert-butyl 1-(5-(benzyloxy)-1-ethoxy-1,3-dioxopentan-2-yl)hydrazine-1,2-dicarboxylate